BrC=1C=C(SC1)C1=NOC(=C1)C(F)(F)F 3-(4-bromothiophen-2-yl)-5-(trifluoromethyl)isoxazole